NC1=NC=CC2=C1N(C(N2[C@H]2CN(CCC2)C(=O)C(C#N)=CC(C)(C)N2[C@H]1COC[C@@H]2CC1)=O)C1=CC=C(C=C1)OC1=CC=CC=C1 2-((R)-3-(4-amino-2-oxo-3-(4-phenoxyphenyl)-2,3-dihydro-1H-imidazo[4,5-c]pyridin-1-yl)piperidine-1-carbonyl)-4-((1R,5s)-3-oxa-8-azabicyclo[3.2.1]oct-8-yl)-4-methylpent-2-enenitrile